cyclohexylamine platinum [Pt].C1(CCCCC1)N